[Si](C)(C)(C(C)(C)C)OCCNC(C(CCCNC(CCCN(C)C)=O)NC(CCCN(C)C)=O)=O N-[2-[tert-butyl(dimethyl)silyl]oxyethyl]-2,5-bis[4-(dimethylamino)butanoylamino]pentanamide